C(C1=CC=CC=C1)C=1C(=NC=C(N1)C1=C(C(=CC=C1)[N+](=O)[O-])F)N\C(\C(=O)O)=C/C=1OC=CC1 (Z)-2-((3-benzyl-5-(2-fluoro-3-nitrophenyl)pyrazin-2-yl)amino)-3-(furan-2-yl)acrylic acid